(1,3-dimethyl-1H-pyrazol-4-yl)pyrrolidine-1-carboxylic acid tert-butyl ester C(C)(C)(C)OC(=O)N1C(CCC1)C=1C(=NN(C1)C)C